Cl[Rh-2](Cl)(Cl)(Cl)Cl.[K+].[K+] potassium pentachlororhodium(III)